sodium biotinate C(CCCC[C@@H]1SC[C@@H]2NC(=O)N[C@H]12)(=O)[O-].[Na+]